C(#N)C=1C(=NC(=C(C1OCC)C#N)C)SC(C(=O)N)C1=CC=CC=C1 2-((3,5-dicyano-4-ethoxy-6-methylpyridin-2-yl)thio)-2-phenylacetamide